N1(N=CC=C1)CCC=1N(C=2C(=C3CC[C@@H](N(C3=CC2)C(=O)OC)C)N1)CC(=O)NCC=1C=NN(C1)C methyl (S)-2-(2-(1H-pyrazol-1-yl)ethyl)-7-methyl-3-(2-(((1-methyl-1H-pyrazol-4-yl)methyl)amino)-2-oxoethyl)-3,7,8,9-tetrahydro-6H-imidazo[4,5-f]quinoline-6-carboxylate